FC=1C=C2C(N(C(C2=CC1)=O)C1C(N(C(CC1)=O)C)=O)=O 5-fluoro-2-(1-methyl-2,6-dioxo-3-piperidinyl)isoindoline-1,3-dione